1-{(2S)-2-[({4-[3-(2,3-difluorophenyl)-1H-pyrrolo[3,2-b]pyridin-2-yl]pyridin-3-yl}oxy)methyl]pyrrolidin-1-yl}prop-2-en-1-one FC1=C(C=CC=C1F)C1=C(NC=2C1=NC=CC2)C2=C(C=NC=C2)OC[C@H]2N(CCC2)C(C=C)=O